C1(=CC=CC=C1)P(C1=CC=CC=C1)C1=CC=CC=C1.[Br].FC1=CC=CC=C1 4-fluorobenzene bromine triphenylphosphine salt